FC(C(=O)O)(F)F.C1(C=CC(N1CCCCCC(=O)NN)=O)=O 6-maleimidocaprohydrazide trifluoroacetic acid salt